C(C)S(=O)(=O)N1CCN(CC1)C1=CC=C(C=N1)C1=NNC=2C1=NN(C(C2)=O)C2=C(C=CC=C2C)F 3-(6-(4-(Ethylsulfonyl)piperazin-1-yl)pyrid-3-yl)-5-(2-fluoro-6-methylphenyl)-1H-pyrazolo[4,3-c]pyridazin-6(5H)-on